C1(CCC(=CC1)C(C)C)C p-menthene